2-(9-aminononanamido)-N-(4,5-dimethylthiazol-2-yl)benzamide NCCCCCCCCC(=O)NC1=C(C(=O)NC=2SC(=C(N2)C)C)C=CC=C1